(4-(methylthio)phenyl)benzo[d]thiazole CSC1=CC=C(C=C1)C=1SC2=C(N1)C=CC=C2